trimethyl-5-aminopentanoic acid CC(C(C(=O)O)(C)C)CCN